3,5-diphenylstyrene C1(=CC=CC=C1)C=1C=C(C=C)C=C(C1)C1=CC=CC=C1